C(#N)[C@@H](C[C@@H]1C(NCCC1)=O)NC(=O)[C@H]1N([C@H]2CC([C@@H]1CC2)(F)F)C(=O)C2(C1=CC(=CC=C1C=1C=CC(=CC21)F)F)O (1R,3S,4R)-N-((R)-1-cyano-2-((R)-2-oxopiperidin-3-yl)ethyl)-2-(2,7-difluoro-9-hydroxy-9H-fluorene-9-carbonyl)-5,5-difluoro-2-azabicyclo[2.2.2]octane-3-carboxamide